FC1(CC(C1)(C)CN1N=C(C(=C1C(=O)N)C(F)(F)F)C1CC2(CC2)C1)F 1-((3,3-Difluoro-1-methylcyclobutyl)methyl)-3-(spiro[2.3]hexan-5-yl)-4-(trifluoromethyl)-1H-pyrazole-5-carboxamide